N-(2-(2,6-dioxopiperidin-3-yl)-1-oxoisoindolin-5-yl)-5-fluoroindoline-1-carboxamide O=C1NC(CCC1N1C(C2=CC=C(C=C2C1)NC(=O)N1CCC2=CC(=CC=C12)F)=O)=O